C(C)OC(=O)C=1C(=NC2=C(C=C(C=C2C1)I)F)Cl 2-chloro-8-fluoro-6-iodoquinoline-3-carboxylic acid ethyl ester